CN(CCCN(CC(C)O)CC(C)O)C ((3-(dimethylamino)propyl)azanediyl)di(propan-2-ol)